bis(p-dimethylaminophenyl-di-tert-butylphosphine) palladium (II) dichloride [Pd](Cl)Cl.CN(C1=CC=C(C=C1)P(C(C)(C)C)C(C)(C)C)C.CN(C1=CC=C(C=C1)P(C(C)(C)C)C(C)(C)C)C